CN(C(C)=O)[C@H](C)C1=CC=C(C=C1)C(C)(C)C (R)-N-methyl-N-(1-(4-tert-butylphenyl)ethyl)acetamide